stearyl alcohol azelate C(CCCCCCCC(=O)O)(=O)O.C(CCCCCCCCCCCCCCCCC)O